2-((1-(3-cyclopropyloxyphenyl)-5-isobutyl-1H-pyrazol-3-yl)amino)-5-(thiophen-2-yl)nicotinic acid C1(CC1)OC=1C=C(C=CC1)N1N=C(C=C1CC(C)C)NC1=C(C(=O)O)C=C(C=N1)C=1SC=CC1